CC(C#N)(C)C1=C2C(=NC(=C1)N1[C@H](COCC1)C)C(=NS2)C2=CC(=NN2C2OCCCC2)C 2-methyl-2-{3-[3-methyl-1-(oxan-2-yl)-1H-pyrazol-5-yl]-5-[(3S)-3-methylmorpholin-4-yl]-[1,2]thiazolo[4,5-b]pyridin-7-yl}propanenitrile